Ethylpropyl (2-(thien-2-yl) ethyl) phosphite P(OC(CC)CC)(OCCC=1SC=CC1)[O-]